3-methylbutyric acid 2-((4-hydroxy-3-methoxy-benzyl) amino)-2-oxoethyl ester OC1=C(C=C(CNC(COC(CC(C)C)=O)=O)C=C1)OC